(2R,3S,5R)-5-(6-amino-2-fluoro-9H-purin-9-yl)-2-ethynyl-2-((((S)-(((S)-1-isopropoxy-1-oxo-3-phenylpropan-2-yl)amino)(phenoxy)phosphoryl)oxy) methyl)tetrahydrofuran-3-yl dodecanoate C(CCCCCCCCCCC)(=O)O[C@@H]1[C@](O[C@H](C1)N1C2=NC(=NC(=C2N=C1)N)F)(CO[P@](=O)(OC1=CC=CC=C1)N[C@H](C(=O)OC(C)C)CC1=CC=CC=C1)C#C